(S)-3-((Z)-2-(((S)-2-(4-(6-((3-aminopropyl)amino)-1-methylpyridazin-1-ium-3-yl)phenoxy)-1-carboxyethoxy)imino)-2-(2-aminothiazol-4-yl)acetamido)-2,2-dimethyl-4-oxoazetidin-1-yl sulfate S(=O)(=O)(ON1C([C@@H](C1=O)NC(\C(\C=1N=C(SC1)N)=N/O[C@@H](COC1=CC=C(C=C1)C=1N=[N+](C(=CC1)NCCCN)C)C(=O)O)=O)(C)C)[O-]